4-morpholino-8-(2,3,5-trifluorophenyl)quinolin-3-amine O1CCN(CC1)C1=C(C=NC2=C(C=CC=C12)C1=C(C(=CC(=C1)F)F)F)N